4,4'-bis(9-carbazolyl)-biphenyl C1=CC=CC=2C3=CC=CC=C3N(C12)C1=CC=C(C=C1)C1=CC=C(C=C1)N1C2=CC=CC=C2C=2C=CC=CC12